N[C@@H]1[C@@H](CCC1)NC1=NC=C2C=C(N=C(C2=C1)NC(C)C)C#N 7-(((1R,2S)-2-aminocyclopentyl)amino)-1-(isopropylamino)-2,6-naphthyridine-3-carbonitrile